2-chloro-N-(1,1-dimethylpropyl)acetamide CCC(C)(C)NC(=O)CCl